2-Cyano-N-(1-(1-methyl-1H-pyrazol-4-yl)-1H-indazol-6-yl)isonicotinamide C(#N)C=1C=C(C(=O)NC2=CC=C3C=NN(C3=C2)C=2C=NN(C2)C)C=CN1